NC1=NC(=C(C=C1C=1C=C2CCNC(C2=CC1F)=O)C1=CC=C(C=C1)C=1CCN(CC1)C(C)C)F 6-(2-Amino-6-fluoro-5-(4-(1-isopropyl-1,2,3,6-tetrahydropyridin-4-yl)phenyl)pyridin-3-yl)-7-fluoro-3,4-dihydroisoquinolin-1(2H)-one